1-[3-(2-hydroxyphenyl)-2-propenoyl]piperidine OC1=C(C=CC=C1)C=CC(=O)N1CCCCC1